(1,3-dioxoisoindolin-2-yl)methyl isobutyrate C(C(C)C)(=O)OCN1C(C2=CC=CC=C2C1=O)=O